12-((4-(((R)-1-(3-bromophenyl)ethyl)amino)-6-methoxy-2-methylquinazolin-7-yl)oxy)-N-((5-(2,6-dioxopiperidin-3-yl)-4-oxo-5,6-dihydro-4H-thieno[3,4-c]pyrrol-1-yl)methyl)-dodecanamide BrC=1C=C(C=CC1)[C@@H](C)NC1=NC(=NC2=CC(=C(C=C12)OC)OCCCCCCCCCCCC(=O)NCC=1SC=C2C1CN(C2=O)C2C(NC(CC2)=O)=O)C